N1=CN=CN=C1 (1,3,5)triazin